3-(Hexadecyloxy)propan-1-amine C(CCCCCCCCCCCCCCC)OCCCN